COC(/C(=N/OC)/C1=C(C(=CC=C1)C)CO/N=C(/C1=NC=CC(=C1)C(F)(F)F)\C1CC1)=O (2E)-2-[2-[[(E)-[cyclopropyl-[4-(trifluoromethyl)-2-pyridinyl]methylene]amino]-oxymethyl]-3-methyl-phenyl]-2-methoxyiminoacetic acid methyl ester